(Z)-5-phenyl-N-(5-phenyl-3-(4-(prop-2-yn-1-yloxy)phenyl)-1H-pyrrol-2-yl)-3-(4-(prop-2-yn-1-yloxy)phenyl)-2H-pyrrol-2-imine C1(=CC=CC=C1)C=1C=C(/C(/N1)=N/C=1NC(=CC1C1=CC=C(C=C1)OCC#C)C1=CC=CC=C1)C1=CC=C(C=C1)OCC#C